5-(2-chloropyrimidin-4-yl)-2-cyanopyridine ClC1=NC=CC(=N1)C=1C=CC(=NC1)C#N